N-(5-((5-(2-hydroxypropan-2-yl)pyridin-2-yl)methoxy)-1,3,4-thiadiazol-2-yl)-6-methylnicotinamide OC(C)(C)C=1C=CC(=NC1)COC1=NN=C(S1)NC(C1=CN=C(C=C1)C)=O